3-(6-chloro-1-oxo-2,3-dihydro-1H-inden-5-yl)-6-((1-(3-(3-chloro-1H-pyrazol-1-yl)-4,4-difluorobutyryl)-4-hydroxypiperidin-4-yl)methyl)isothiazolo[4,3-d]pyrimidin-7(6H)-one ClC1=C(C=C2CCC(C2=C1)=O)C=1SN=C2C1N=CN(C2=O)CC2(CCN(CC2)C(CC(C(F)F)N2N=C(C=C2)Cl)=O)O